S1CN(C2=C1C=CC=C2)CCCS(=O)(=O)OSCC.[Na] sodium ethyl-mercapto benzothiazole-3-propanesulfonate